2-amyl-1,5-pentanediol C(CCCC)C(CO)CCCO